COC=1C(=CC2=C(SC3=C(C(N2)=O)C=CC=C3)C1)C(=O)O 7-methoxy-11-oxo-10,11-dihydrodibenzo[b,f][1,4]thiazepine-8-carboxylic acid